FC=1C=C(CNC=2C(C(C2NCCC(F)(F)F)=O)=O)C=CC1C1=NOC(=N1)C(F)(F)F 3-((3-fluoro-4-(5-(trifluoromethyl)-1,2,4-oxadiazol-3-yl)benzyl)amino)-4-((3,3,3-trifluoropropyl)amino)cyclobut-3-ene-1,2-dione